O.C(\C=C/C(=O)O)(=O)O.C(#N)C=1C=NC2=CC(=C(C=C2C1NC1=CC(=CC=C1)C#C)C(C(=O)N)=CCN(C)C)OCC (3-cyano-7-ethoxy-4-(3-ethynylphenylamino)quinolin-6-yl)-4-(dimethylamino)but-2-enamide maleate monohydrate